(S)-N-(4-(5-(4-(5-azaspiro[2.4]heptane-5-carbonyl)cyclohexan-1-yl)-4-amino-7-methyl-7H-pyrrolo[2,3-d]pyrimidin-6-yl)phenyl)methacrylamide C1CC12CN(CC2)C(=O)C2CCC(CC2)C2=C(N(C=1N=CN=C(C12)N)C)C1=CC=C(C=C1)NC(C(=C)C)=O